C[C@]([C@H]1C[C@@]23CC[C@@]1([C@H]4[C@@]25CCN([C@@H]3CC6=C5C(=C(C=C6)O)O4)CC7CC7)OC)(C(C)(C)C)O The molecule is a morphinane alkaloid that is 7,8-dihydromorphine 6-O-methyl ether in which positions 6 and 14 are joined by a -CH2CH2- bridge, one of the hydrogens of the N-methyl group is substituted by cyclopropyl, and a hydrogen at position 7 is substituted by a 2-hydroxy-3,3-dimethylbutan-2-yl group. It has a role as an opioid analgesic, a mu-opioid receptor agonist, a kappa-opioid receptor agonist and a delta-opioid receptor antagonist.